N1=CC(=CC=C1)C1=C(C(=NC(=C1N1C2=CC=C(C=C2C=2C=C(C=CC12)C)C)N1C2=CC=C(C=C2C=2C=C(C=CC12)C)C)N1C2=CC=C(C=C2C=2C=C(C=CC12)C)C)N1C2=CC=C(C=C2C=2C=C(C=CC12)C)C 9,9',9'',9'''-([3,4'-bipyridine]-2',3',5',6'-tetrayl)tetrakis(3,6-dimethyl-9H-carbazole)